S(C)(=O)(=O)[O-].C(C)(C)C1=C(OC(=O)OC[N+]2=CC(=CC=C2)C(NC)=O)C(=CC=C1)C(C)C 1-(((2,6-diisopropylphenoxy)carbonyloxy)methyl)-3-(methylcarbamoyl)pyridinium mesylate